N-(4-nitropyridin-2-yl)acetamide tert-butyl-2-methyl-4-{2H-thieno[2,3-c]pyrazol-5-yl}-5,6-dihydro-2H-pyridine-1-carboxylate C(C)(C)(C)OC(=O)N1C(C=C(CC1)C1=CC=2C(=NNC2)S1)C.[N+](=O)([O-])C1=CC(=NC=C1)NC(C)=O